ClC1=C(C=CC(=C1)C)C1=CC2=C(N(C=N2)CC2=CC=NC=C2)C(=C1)C(=O)O 5-(2-Chloro-4-methylphenyl)-1-(pyridin-4-ylmethyl)-1H-benzo[d]imidazole-7-carboxylic acid